7-(2-Amino-7-Fluorobenzo[d]Thiazol-4-yl)-6-Chloro-2-(3-(Dimethylamino)Azetidine-1-yl)-8-Fluoro-4-(4-(2-Fluoroacryloyl)Piperazin-1-yl)Quinolin NC=1SC2=C(N1)C(=CC=C2F)C2=C(C=C1C(=CC(=NC1=C2F)N2CC(C2)N(C)C)N2CCN(CC2)C(C(=C)F)=O)Cl